(1s,2s)-2-(4-bromo-3-fluorophenyl)cyclopropane-1-carboxylic acid ethyl ester C(C)OC(=O)[C@@H]1[C@H](C1)C1=CC(=C(C=C1)Br)F